CC1(CCCCC1)C1=CC=C(C(=O)O)C=C1 4-(1-methylcyclohexyl)benzoic acid